C1(CCC(CC1)C(C)C)(C)OC(C(C)O)O (1-menthoxy)-1,2-propandiol